Cl.CS(=O)(=O)CCOC[C@@H]1CC[C@H](CO1)N (3r,6s)-6-((2-(methylsulfonyl)ethoxy)methyl)tetrahydro-2H-pyran-3-amine hydrochloride